C1(=CC(=CC=C1)OC[C@@H](CN1CCCCC1)O)OC[C@@H](CN1CCCCC1)O (2R,2'R)-3,3'-(1,3-phenylenebis(oxy))bis(1-(piperidin-1-yl)propan-2-ol)